FC(C=1C=C(C=C(C1)C(F)(F)F)[B-](C1=CC(=CC(=C1)C(F)(F)F)C(F)(F)F)(C1=CC(=CC(=C1)C(F)(F)F)C(F)(F)F)C1=CC(=CC(=C1)C(F)(F)F)C(F)(F)F)(F)F.[H+] tetra[3,5-bis(trifluoromethyl)phenyl]boric acid